C1(=CC=CC=C1)[NH+]1C(N(C(C=C1)C)C1=CC=CC=C1)=S 1,2-dihydro-1,3-diphenyl-4-methyl-2-thioxo-pyrimidinium